C1(=CC=C(C=C1)CC)C 2-(p-tolyl)ethane